C(#N)C=1C(=CC(=C(C(=O)O)C1)OCC)C1=CC=C(C=C1)C(F)(F)F 5-cyano-2-ethoxy-4-[4-(trifluoromethyl)phenyl]benzoic acid